COC1=C(C=CC(=C1)OC)CNC1=NC=CC2=C(C=CC=C12)NCC12OCC(C1)(C2)COC=2C=C1CNC(C1=CC2)=O 5-[[1-[[[1-[(2,4-Dimethoxyphenyl)methylamino]isoquinolin-5-yl]amino]methyl]-2-oxabicyclo[2.1.1]hexan-4-yl]methoxy]-2,3-dihydroisoindol-1-one